C1(CCCCC1)[C@H]1[C@@](C1)(C(=O)NC=1SC=CN1)C1=CC=C(C=C1)S(=O)(=O)C (1r,2s)-2-cyclohexyl-1-(4-methylsulfonylphenyl)-N-(1,3-thiazol-2-yl)cyclopropane-1-carboxamide